C1(CC1)C1=C(C=C(C(=O)N2CC3(CC3)CC2C(=O)N)C=C1)OCC1CC1 5-[4-cyclopropyl-3-(cyclopropylmethoxy)benzoyl]-5-azaspiro[2.4]heptane-6-carboxamide